bis(1,2-diethylcyclopentadienyl)diphenyl-titanium C(C)C1(C(=CC=C1)CC)[Ti](C1=CC=CC=C1)(C1=CC=CC=C1)C1(C(=CC=C1)CC)CC